C(=O)C1=C(C=CC=C1)NC([C@H]([C@H](CC)C)NC(OC(C)(C)C)=O)=O tert-butyl ((2S,3S)-1-((2-formylphenyl)amino)-3-methyl-1-oxopentan-2-yl)carbamate